1,3-bis[4-(4-aminophenoxy)benzoyl]benzene tert-butyl-(2-(4-(4-(trifluoromethyl)phenyl)-3,4-dihydroquinoxalin-1(2H)-yl)ethyl)carbamate C(C)(C)(C)N(C(O)=O)CCN1CCN(C2=CC=CC=C12)C1=CC=C(C=C1)C(F)(F)F.NC1=CC=C(OC2=CC=C(C(=O)C3=CC(=CC=C3)C(C3=CC=C(C=C3)OC3=CC=C(C=C3)N)=O)C=C2)C=C1